4-(4-(2-(3-methylbenzylidene)hydrazinyl)-7-phenylpyrido[2,3-d]pyrimidin-2-yl)morpholine CC=1C=C(C=NNC=2C3=C(N=C(N2)N2CCOCC2)N=C(C=C3)C3=CC=CC=C3)C=CC1